ClC1=C(C(=NC=N1)NC12CCC(CC1)(C2)NC(OCC2=CC=CC=C2)=O)C=O benzyl (4-((6-chloro-5-formylpyrimidin-4-yl)amino)bicyclo[2.2.1]heptan-1-yl)carbamate